(S)-5-benzyl-N-(1-methyl-2-oxoazepan-3-yl)-4H-1,2,4-triazole-3-carboxamide C(C1=CC=CC=C1)C=1NC(=NN1)C(=O)N[C@@H]1C(N(CCCC1)C)=O